BrC=1C2(C3=CC(=CC=C3C1)OCC)CCC(CC2)(C(=O)OC)N(C(C(F)(F)F)=O)C2=CC(=C(C=C2)F)Cl methyl (1s,4s)-2'-bromo-4-[(3-chloro-4-fluorophenyl)(trifluoroacetyl)amino]-6'-ethoxyspiro[cyclohexane-1,1'-indene]-4-carboxylate